4-(dimethylamino)-2-(2,6-dioxopiperidin-3-yl)-3-oxoisoindolin-5-carbonitrile CN(C1=C2C(N(CC2=CC=C1C#N)C1C(NC(CC1)=O)=O)=O)C